2,2,2-trifluoro-1-(4-chlorophenyl)ethanone FC(C(=O)C1=CC=C(C=C1)Cl)(F)F